C(C)(C)(C)OC(=O)NC=1C=C(CN([C@H](C(=O)O)C(C)C)C)C=CC1 (S)-2-((3-((tert-butoxycarbonyl)amino)benzyl)(methyl)amino)-3-methylbutanoic acid